(2R,4S)-2-((S)-2-(5-fluoro-2-hydroxyphenyl)-4,5-dihydrothiazol-4-yl)-3-methylthiazolidine-4-carboxylic acid FC=1C=CC(=C(C1)C=1SC[C@H](N1)[C@H]1SC[C@@H](N1C)C(=O)O)O